COC(C(C)C)N methoxy-2-methylpropan-1-amine